ClC=1C=CC=2C(C(=C3N(C2N1)C1=C(S3)C=CC=C1)C(=O)OCC)=O ethyl 2-chloro-5-oxo-[1,3]-benzothiazolo[3,2-a][1,8]naphthyridine-6-carboxylate